methyl 3,4-epoxycyclohexyl-Carboxylate C1(CC2C(CC1)O2)C(=O)OC